OC1(CCC2C3CCC4=CC(C=CC4(C3C(CC12C)=O)C)=O)C(COCC(=O)O)=O 2-(2-(17-hydroxy-10,13-dimethyl-3,11-dioxo-6,7,8,9,10,11,12,13,14,15,16,17-dodecahydro-3H-cyclopenta[a]phenanthren-17-yl)-2-oxoethoxy)acetic acid